N-(2-(4-ethyl-4,5-Dihydrothiazol-2-yl)phenyl)-2-methylbenzamide C(C)C1N=C(SC1)C1=C(C=CC=C1)NC(C1=C(C=CC=C1)C)=O